CN(C(CN1CCC(CC1)CNC=1SC(=CN1)C(=O)NC1=C(C(=CC=C1C)OC)C)=O)C 2-[[1-[2-(Dimethylamino)-2-oxo-ethyl]-4-piperidyl]methylamino]-N-(3-methoxy-2,6-dimethyl-phenyl)thiazole-5-carboxamide